C[C@]12CC[C@@H]([C@@]([C@@H]1CC[C@@]3([C@@H]2CC=C4[C@]3(C[C@H]([C@@]5([C@H]4CC(CC5)(C)C)C(=O)O)O)C)C)(C)C=O)O The molecule is a pentacyclic triterpenoid that is olean-12-ene substituted by hydroxy groups at positions 3 and 16, an oxo group at position 23 and a carboxy group at position 28 (the 3beta,16alpha stereoisomer). It has a role as an anti-inflammatory agent and a metabolite. It is a pentacyclic triterpenoid, a hydroxy monocarboxylic acid and an aldehyde. It derives from a hydride of an oleanane.